CC1(CN(CC=2C=C(C=NC12)C(F)(F)F)C(=O)OC(C)(C)C)C tert-Butyl 8,8-dimethyl-3-(trifluoromethyl)-7,8-dihydro-1,6-naphthyridine-6(5H)-carboxylate